4-(2-(ethoxycarbonyl)benzofuran-4-yl)piperazine-1-carboxylic acid tert-butyl ester C(C)(C)(C)OC(=O)N1CCN(CC1)C1=CC=CC2=C1C=C(O2)C(=O)OCC